C(C)(=O)N(C(C)=O)C1=C2N=CN(C2=NC=N1)C[C@@H](C)OCP1(OCC(CO1)CC(=O)OCC)=O (R)-ethyl 2-(2-(((1-(6-(N-acetylacetamido)-9H-purin-9-yl)propan-2-yl)oxy)methyl)-2-oxo-1,3,2-dioxaphosphinan-5-yl)acetate